4-((14-amino-3,6,9,12-tetraoxatetradecyl)thio)-2-(2,6-dioxopiperidin-3-yl)isoindoline-1,3-dione NCCOCCOCCOCCOCCSC1=C2C(N(C(C2=CC=C1)=O)C1C(NC(CC1)=O)=O)=O